2-(2-(2-Azidoethoxy)ethoxy)ethyl (4-nitrophenyl) carbonate C(OCCOCCOCCN=[N+]=[N-])(OC1=CC=C(C=C1)[N+](=O)[O-])=O